C(C)N1N=NC2=C1C=CC(=C2C)[C@@H](C(C(=O)OC)CC)C2=CC=C1CCN(CC1=C2)C(C2=C(C(=CC(=C2C)C)C)C)=O methyl 2-((S)-(1-ethyl-4-methyl-1H-benzo[d][1,2,3]triazol-5-yl)(2-(2,3,5,6-tetramethylbenzoyl)-1,2,3,4-tetrahydroisoquinolin-7-yl)methyl)butanoate